C(CCC)N(C(CCCCCCCCC)=O)CCCC N,N-dibutyldecanamide